4-(((1-((S)-1-(cubane-1-carbonyl)-2,2-dimethylpiperidin-4-yl)-1H-pyrazol-4-yl)methyl)amino)-2-(2,6-dioxopiperidin-3-yl)isoindoline-1,3-dione C12(C3C4C5C3C1C5C24)C(=O)N2C(C[C@H](CC2)N2N=CC(=C2)CNC2=C4C(N(C(C4=CC=C2)=O)C2C(NC(CC2)=O)=O)=O)(C)C